4-((5-Fluoro-4-(1-isopropyl-1H-pyrazol-4-yl)pyridin-2-yl)((4-(4-methoxy-3-methylphenyl)bicyclo[2.2.2]octan-1-yl)methyl)carbamoyl)cyclohexyl trans-(3-hydroxypropyl)carbamate OCCCNC(OC1CCC(CC1)C(N(CC12CCC(CC1)(CC2)C2=CC(=C(C=C2)OC)C)C2=NC=C(C(=C2)C=2C=NN(C2)C(C)C)F)=O)=O